Methyl (E)-4-(2-(pyrimidin-5-yl)vinyl)benzoate N1=CN=CC(=C1)/C=C/C1=CC=C(C(=O)OC)C=C1